Isopropyl ((S)-(((R)-1-(4-amino-2-(ethoxymethyl)-1H-imidazo[4,5-c]quinolin-1-yl) propan-2-yl) oxy) (4-methyl-phenoxy) phosphoryl)-L-alaninate NC1=NC=2C=CC=CC2C2=C1N=C(N2C[C@@H](C)O[P@](=O)(OC2=CC=C(C=C2)C)N[C@@H](C)C(=O)OC(C)C)COCC